C(#N)C1=C(C(=CC=C1)C=1C=C2C(=CN(C2=CC1F)C)I)C1=CC(=CC=C1)F cyano-3'-fluoro-6-(6-fluoro-3-iodo-1-methyl-1H-indol-5-yl)-[1,1'-biphenyl]